C1(CC1)C1=CC=C(CNC=2C=NC=CC2C(=O)O)C=C1 3-[(4-cyclopropylbenzyl)amino]pyridine-4-carboxylic acid